1-(4-aminophenyl)-2-oxo-7-methyl-1,2-dihydroquinoline-3-carboxylate NC1=CC=C(C=C1)N1C(C(=CC2=CC=C(C=C12)C)C(=O)[O-])=O